methyl 4-bromo-2-chloro-3-methoxy-benzoate BrC1=C(C(=C(C(=O)OC)C=C1)Cl)OC